6-amino-N-[2-({α-D-mannopyranosyl-(1-3)-[α-D-mannopyranosyl-(1→6)]-α-D-mannopyranosyl}oxy)ethyl]hexanamide NCCCCCC(=O)NCCO[C@@H]1[C@@H](O)[C@@H](O[C@@H]2[C@@H](O)[C@@H](O)[C@H](O)[C@H](O2)CO)[C@H](O)[C@H](O1)CO[C@@H]1[C@@H](O)[C@@H](O)[C@H](O)[C@H](O1)CO